(S)-3-Hydroxypyrrolidine-1-sulfonamide O[C@@H]1CN(CC1)S(=O)(=O)N